CC1=NC2=CC=C(C(=C2C=C1)C)C(=O)O 2,5-dimethylquinoline-6-carboxylic acid